(3R,4S)-4-fluoro-3-methyl-piperidine F[C@@H]1[C@@H](CNCC1)C